methyl 3-(9-((4-(((tert-butoxycarbonyl)amino)methyl)-2,6-dimethylphenyl)carbamoyl)-4,5-dihydrobenzo[b]thieno[2,3-d]oxepin-8-yl)-6-((3-(hydroxymethyl)cyclobutyl)carbamoyl)picolinate C(C)(C)(C)OC(=O)NCC1=CC(=C(C(=C1)C)NC(=O)C1=CC2=C(OCCC3=C2SC=C3)C=C1C=1C(=NC(=CC1)C(NC1CC(C1)CO)=O)C(=O)OC)C